[W]=O.[Fe].[Ni] nickel-iron-tungsten oxide